2-(bromo(4-fluorophenyl)methyl)-5-(trifluoromethyl)pyridine BrC(C1=NC=C(C=C1)C(F)(F)F)C1=CC=C(C=C1)F